2-methoxy-5-(tetrahydro-2H-pyran-4-yl)benzenesulfonamide COC1=C(C=C(C=C1)C1CCOCC1)S(=O)(=O)N